(+)-2-(((3-((1-(4-chlorophenyl)-2-oxo-2-(6'-(trifluoromethoxy)spiro[cyclopropane-1,3'-indolin]-1'-yl)ethyl)amino)-5-methoxybenzylidene)amino)oxy)-2-methyl-N-(methylsulfonyl)propanamide ClC1=CC=C(C=C1)C(C(N1CC2(C3=CC=C(C=C13)OC(F)(F)F)CC2)=O)NC=2C=C(C=NOC(C(=O)NS(=O)(=O)C)(C)C)C=C(C2)OC